tri(triphenylphosphine) rhodium [Rh].C1(=CC=CC=C1)P(C1=CC=CC=C1)C1=CC=CC=C1.C1(=CC=CC=C1)P(C1=CC=CC=C1)C1=CC=CC=C1.C1(=CC=CC=C1)P(C1=CC=CC=C1)C1=CC=CC=C1